2-(3-(3,3-difluorocyclobutylamino)ureido)-4-methyl-thiophene-3-carboxylic acid ethyl ester C(C)OC(=O)C1=C(SC=C1C)NC(=O)NNC1CC(C1)(F)F